C1CCCC12C=C(CCC2)CCCC=C 1-(spiro[4.5]dec-6-en-7-yl)pent-4-en